(1s,6r,8r)-8-(methylsulfonylamino)-3-azabicyclo[4.2.0]octane-3-carboxylic acid tert-butyl ester C(C)(C)(C)OC(=O)N1C[C@H]2[C@@H](C[C@H]2CC1)NS(=O)(=O)C